3-allyl-8-benzyl-3,8-diazabicyclo[3.2.1]octane C(C=C)N1CC2CCC(C1)N2CC2=CC=CC=C2